COC=1C=C(C=CC1)C1=CC=C(S1)C=O 5-(3-methoxyphenyl)thiophene-2-carbaldehyde